FC1=C(C=CC(=C1)F)[C@H]1[C@H]([C@H]([C@H](OC1)CO)O)O (2R,3R,4R,5R)-5-(2,4-difluorophenyl)-2-(hydroxymethyl)tetrahydro-2H-pyran-3,4-diol